(3R,4R,5S,6R)-5-(((2S,3R,4S,5S,6R)-3-[18F]-fluoro-4,5-dihydroxy-6-(hydroxymethyl)tetrahydro-2H-pyran-2-yl)oxy)-6-(hydroxymethyl)tetrahydro-2H-pyran-2,3,4-triol [18F][C@H]1[C@@H](O[C@@H]([C@H]([C@@H]1O)O)CO)O[C@H]1[C@@H]([C@H](C(O[C@@H]1CO)O)O)O